C(=O)O.N[C@@H](CNC(=O)N1CCN(CC1)C(C1=C(C=C(C=C1)NC=1C=2N(C=CN1)C(=CN2)C2=C(C(=C(C=C2)OCC#N)F)Cl)C)=O)C N-[(2R)-2-aminopropyl]-4-[4-[[3-[2-chloro-4-(cyanomethoxy)-3-fluoro-phenyl]imidazo[1,2-a]pyrazin-8-yl]amino]-2-methyl-benzoyl]piperazine-1-carboxamide formate